2-(benzothiazol-2-yl)-4-(1,10-phenanthroline-2-yl)phenol S1C(=NC2=C1C=CC=C2)C2=C(C=CC(=C2)C2=NC1=C3N=CC=CC3=CC=C1C=C2)O